Cl.FCC(CN)(C)C 3-fluoro-2,2-dimethyl-propane-1-amine hydrochloride